C1=CC=CC=2C3=CC=CC=C3C(C12)COC(=O)N1[C@@H](C[C@@H](C1)NC(C1=CC(=CC(=C1)OCCCS(=O)(=O)O)OCCCS(=O)(=O)O)=O)C(=O)O (2S,4S)-1-(((9H-fluoren-9-yl)methoxy)carbonyl)-4-(3,5-bis(3-sulfopropoxy)benzamido)pyrrolidine-2-carboxylic acid